C(C)C1=C(C(C(O1)=O)O)C 5-ethyl-3-hydroxy-4-methyl-2-furanon